C(#N)C=1C=NN2C1C(=CC(=C2)OCC(C)(C)O)C=2C=CC(=NC2)N(C(C2=CN=C(C=C2)N2C(CCC2)=O)=O)C N-(5-(3-cyano-6-(2-hydroxy-2-methylpropyloxy)pyrazolo[1,5-a]pyridin-4-yl)pyridin-2-yl)-N-methyl-6-(pyrrolidone-1-yl)nicotinamide